6-fluoro-7-iodo-1,2-dimethylquinolin-4(1H)-one FC=1C=C2C(C=C(N(C2=CC1I)C)C)=O